FC(C=1C=C(C=CC1F)C=1C=C2C(=NC1)C=NN2C[C@@H]2OCCC2)F |r| (RS)-6-[3-(Difluoromethyl)-4-fluoro-phenyl]-1-(tetrahydrofuran-2-ylmethyl)pyrazolo[4,3-b]pyridine